(R)-5-((((3'-chloro-2'-(2-chloro-3-((3-fluoro-4-((3-(methoxymethyl)azetidin-1-yl)methyl)pyridin-2-yl)amino)phenyl)-6-methoxy-[2,4'-bipyridin]-5-yl)methyl)amino)methyl)pyrrolidin-2-one ClC=1C(=NC=CC1C1=NC(=C(C=C1)CNC[C@H]1CCC(N1)=O)OC)C1=C(C(=CC=C1)NC1=NC=CC(=C1F)CN1CC(C1)COC)Cl